N-[2-(2,5-dichlorophenyl)ethyl]-2-[1-[(4-methylphenyl)methyl]-5-oxopyrrolidin-2-yl]acetamid ClC1=C(C=C(C=C1)Cl)CCNC(CC1N(C(CC1)=O)CC1=CC=C(C=C1)C)=O